1-(3-methylbut-2-enoyl)azetidin CC(=CC(=O)N1CCC1)C